C(CCCCCCCCCCCCCCC)(=O)OCC(OC(CCCCCCCCCCCCCCC)=O)CO 1,2-Dipalmitoylglycerol